N1=C(C=CC2=CC=CC=C12)C1=CC=C(C=C1)NS(=O)(=O)C N-(4-(quinoline-2-yl)phenyl)methanesulfonamide